FC(C(OC(N)=O)(F)F)(F)F pentafluorourethane